5-bromo-N-(5-bromo-1H-indol-3-yl)-1H-benzo[d]imidazol-2-amine BrC1=CC2=C(NC(=N2)NC2=CNC3=CC=C(C=C23)Br)C=C1